Methyl (Z)-2-azido-3-(3-chloro-4-fluorophenyl)acrylate N(=[N+]=[N-])\C(\C(=O)OC)=C/C1=CC(=C(C=C1)F)Cl